2,2,2-trifluoroethyl 4-(4-(((2-(2,6-dioxopiperidin-3-yl)-1,3-dioxoisoindolin-4-yl)amino)methyl)-1H-pyrazol-1-yl)piperidine-1-carboxylate O=C1NC(CCC1N1C(C2=CC=CC(=C2C1=O)NCC=1C=NN(C1)C1CCN(CC1)C(=O)OCC(F)(F)F)=O)=O